C(#N)C(COOCC)NC(=O)C1=CC=C(C=C1)C1=CC=CC=C1 N-(1-cyano-2-ethylperoxyethyl)-biphenyl-4-carboxamide